C(C1=CC=CC=C1)(=O)OC[C@H]1O[C@H]([C@@H]([C@]1(C#CC)O)O)N1N=CC=2C1=NC(=NC2N2C[C@@H]1[C@H](C2)CCC1)Cl ((2R,3S,4R,5R)-5-(6-chloro-4-((3aR,6aS)-hexahydrocyclopenta[c]pyrrol-2(1H)-yl)-1H-pyrazolo[3,4-d]pyrimidin-1-yl)-3,4-dihydroxy-3-(prop-1-yn-1-yl)tetrahydrofuran-2-yl)methyl benzoate